CC1=NN(C=C1NC1=NC=C(C(=C1)NCCCNC(=O)C1CCC1)C(F)(F)F)C1CCN(CC1)C N-(3-((2-((3-methyl-1-(1-methylpiperidin-4-yl)-1H-pyrazole-4-yl)amino)-5-(trifluoromethyl)pyridin-4-yl)amino)propyl)cyclobutanecarboxamide